N-((S)-(4,4-difluorocyclohexyl)(7-(((3S*,6R*)-2-oxo-6-(trifluoromethyl)piperidin-3-yl)methyl)imidazo[1,2-b]pyridazin-2-yl)methyl)-4-methyl-1,2,5-oxadiazole-3-carboxamide FC1(CCC(CC1)[C@H](NC(=O)C1=NON=C1C)C=1N=C2N(N=CC(=C2)C[C@H]2C(N[C@H](CC2)C(F)(F)F)=O)C1)F |o1:26,29|